OC(C)(C)C=1C=C2C(=NC1OC)N=C(N2C)C2=C(C=C(C=C2C)C(F)(F)F)O 2-[6-(1-Hydroxy-1-methyl-ethyl)-5-methoxy-1-methyl-imidazo[4,5-b]pyridin-2-yl]-3-methyl-5-(trifluoromethyl)phenol